FC1=CC=CC=2C(=N[C@@H](C(NC21)=O)NC(=O)C=2C(=NN1C2N=CC=C1)C=1C=C2C(=NC1)N(C=C2)C)C2=CC=CC=C2 N-[(3S)-9-fluoro-2-oxo-5-phenyl-1,3-dihydro-1,4-benzodi-azepin-3-yl]-2-(1-methylpyrrolo[2,3-b]-pyridin-5-yl)pyrazolo-[1,5-a]pyrimidine-3-carboxamide